L-2-deoxyribose O=CC[C@H](O)[C@H](O)CO